C(#C)[C@@H]1N([C@@H]2C[C@@H]2C1)C(=O)OCC[Si](C)(C)C 2-(Trimethylsilyl)ethyl (1R,3R,5R)-3-ethynyl-2-azabicyclo[3.1.0]hexane-2-carboxylate